(S)-3-amino-5-methyl-7-(2-oxo-2-(pyridin-2-yl)ethoxy)-2,3-dihydrobenzo[b][1,4]oxazepin-4(5H)-one dihydrochloride Cl.Cl.N[C@@H]1C(N(C2=C(OC1)C=CC(=C2)OCC(C2=NC=CC=C2)=O)C)=O